ethyl 5-(benzyloxy)-4-fluoro-2-methylbenzofuran-3-carboxylate C(C1=CC=CC=C1)OC=1C=CC2=C(C(=C(O2)C)C(=O)OCC)C1F